(42S,43R,44R)-42,43,44,45-tetrahydroxy-40-[(2S,3R,4R)-2,3,4,5-tetrahydroxypentyl]-4,7,10,13,16,19,22,25,28,31,34,37-dodecaoxa-40-azapentatetracontanoic acid O[C@@H](CN(CCOCCOCCOCCOCCOCCOCCOCCOCCOCCOCCOCCOCCC(=O)O)C[C@@H]([C@H]([C@@H](CO)O)O)O)[C@H]([C@@H](CO)O)O